methoxy-triphenylamine COC1=C(C=CC=C1)N(C1=CC=CC=C1)C1=CC=CC=C1